C(C1=CC=CC=C1)O[C@@H](C(=O)N1CCN(CC1)C(C1=CC=CC=C1)(C1=CC=CC=C1)C1=CC=CC=C1)[C@H]([C@@H](C(COCC1=CC=CC=C1)=O)OCC1=CC=CC=C1)OCC1=CC=CC=C1 (2R,3S,4S)-2,3,4,6-tetra(benzyloxy)-1-(4-tritylpiperazin-1-yl)hexan-1,5-dione